4-fluoro-3-(2-hydroxy-propan-2-yl)-1H-pyridin FC1=C(CNC=C1)C(C)(C)O